C(C)(C)(C)OC(=O)NCCCN(C(OC(C)(C)C)=O)CC1CNCC1 Tert-butyl (3-((tert-butoxycarbonyl)amino)propyl)(pyrrolidin-3-ylmethyl)carbamate